OC[C@H]1O[C@@H]([C@@H]([C@H]([C@H]1O)N1N=NC(=C1)C1=CC(=C(C(=C1)F)F)F)OC)CC1=NOC2(C1)CCC(CC2)C (2R,3R,4S,5R,6R)-2-(hydroxymethyl)-5-methoxy-6-((8-methyl-1-oxa-2-azaspiro[4.5]dec-2-en-3-yl)methyl)-4-(4-(3,4,5-trifluorophenyl)-1H-1,2,3-triazol-1-yl)tetrahydro-2H-pyran-3-ol